4-chloro-2-[3-(3,5-dibromophenyl)ureido]-N-propylbenzamide ClC1=CC(=C(C(=O)NCCC)C=C1)NC(=O)NC1=CC(=CC(=C1)Br)Br